tert-butyl 1-methyl-3,4-dihydro-1H-isoquinoline-2-carboxylate CC1N(CCC2=CC=CC=C12)C(=O)OC(C)(C)C